C1(=CC=CC2=CC3=CC=CC=C3C=C12)C=1C=C(C=CC1)C=1SC(=NN1)Br 2-(3-(anthracene-1-yl)phenyl)-5-bromo-1,3,4-thiadiazole